C(C)N1C=C(C(C2=C1N=NC(=C2)OC2CC1=CC=CC=C1C2)=O)C(=O)N2CC1OC(C2)C1 8-Ethyl-3-indan-2-yloxy-6-(6-oxa-3-azabicyclo[3.1.1]heptane-3-carbonyl)pyrido[2,3-c]pyridazin-5-one